C1(=CC=CC=C1)C1CCC2(CNCN2)CC1 8-phenyl-1,3-diazaspiro[4.5]decan